CC1=CC=C(C=N1)OCCCN1CCN(CC1)C1=C2C=CNC2=CC=C1 4-(4-(3-((6-Methylpyridin-3-yl)oxy)propyl)piperazin-1-yl)-1H-indole